F[C@H]1[C@]2(C=C[C@@](C[C@@H]1OC=1N=CC(=NC1)C=1C=C3C=CN=CC3=CC1O)(N2)C)C 6-(5-(((1R,2S,3S,5R)-2-fluoro-1,5-dimethyl-8-azabicyclo[3.2.1]oct-6-en-3-yl)oxy)pyrazin-2-yl)isoquinolin-7-ol